FC(CNC(OC(C)(C)C)=O)(CNS(=O)(=O)C1=CC=C(C=C1)[N+](=O)[O-])F tert-butyl (2,2-difluoro-3-((4-nitrophenyl)sulfonamido)propyl)carbamate